N-{[3-(4-{[(3S,4R)-3-fluoro-1-methylpiperidin-4-yl]amino}-1-(2,2,2-trifluoroethyl)-1H-indol-2-yl)-1,2,4-oxadiazol-5-yl]methyl}-2-(propan-2-yl)-1,3-thiazole-5-carboxamide F[C@H]1CN(CC[C@H]1NC1=C2C=C(N(C2=CC=C1)CC(F)(F)F)C1=NOC(=N1)CNC(=O)C1=CN=C(S1)C(C)C)C